1-(3-chloro-2-fluorophenyl)-5-methyl-1H-pyrazole-4-carboxylic acid ClC=1C(=C(C=CC1)N1N=CC(=C1C)C(=O)O)F